FC=1C(=CC(=NC1)N1N=C(C(=C1C)C(=O)O)C)OC1CN(C1)C(=O)N1N=CC[C@@H]1C1=C(C(=CC(=C1)F)F)F (R)-1-(5-fluoro-4-((1-(5-(2,3,5-trifluorophenyl)-4,5-dihydro-1H-pyrazole-1-carbonyl)azetidin-3-yl)oxy)pyridin-2-yl)-3,5-dimethyl-1H-pyrazole-4-carboxylic acid